O1CCOC12CCC(CC2)CN2C(N(C=1N(CNC1C2=O)C(F)F)C)=O 1-(1,4-dioxaspiro[4.5]decan-8-ylmethyl)-9-(difluoromethyl)-3-methyl-1H-purine-2,6(3H,7H)-dione